O(P(OCCC)(=S)OP(=S)(OCCC)OCCC)CCC O,O,O,O'-tetrapropyl dithiopyrophosphate